NC=1C(=C(CN2C(N([C@H](C3=CC=C(C=C23)C(=O)NCC2=C(C=C(C=C2F)F)F)C)C)=O)C(=CC1)F)Cl (S)-1-(3-amino-2-chloro-6-fluorobenzyl)-3,4-dimethyl-2-oxo-N-(2,4,6-trifluorobenzyl)-1,2,3,4-tetrahydro-quinazoline-7-carboxamide